5'-(4-(3-methyl-9H-carbazol-9-yl)phenyl)-[1,1':2',1''-terphenyl]-4'-carbonitrile CC=1C=CC=2N(C3=CC=CC=C3C2C1)C1=CC=C(C=C1)C1=C(C=C(C(=C1)C1=CC=CC=C1)C1=CC=CC=C1)C#N